2-(methylthio)-6-(4-nitrophenoxy)pyrido[2,3-d]pyrimidin-7(8H)-one CSC=1N=CC2=C(N1)NC(C(=C2)OC2=CC=C(C=C2)[N+](=O)[O-])=O